5-(2-(trifluoromethoxy)phenyl)-1,3,4-thiadiazol-2-amine FC(OC1=C(C=CC=C1)C1=NN=C(S1)N)(F)F